(oxetan-3-yl)piperazin-2-one O1CC(C1)N1C(CNCC1)=O